3,5,6-trimethyl-1,2,4-benzenetricarboxylic acid CC1=C(C(=C(C(=C1C(=O)O)C)C)C(=O)O)C(=O)O